racemic-3-{2-[(dimethylamino)methyl]-1H-indol-3-yl}-5-hydroxy-6-methyl-2,3-dihydro-1H-isoindol-1-one CN(C)CC=1NC2=CC=CC=C2C1[C@@H]1NC(C2=CC(=C(C=C12)O)C)=O |r|